ClC1=CC=C(C=C1)C1=CC=C(S1)CC(=O)NCC1=CC(=CC(=C1)F)F 2-(5-(4-chlorophenyl)thiophen-2-yl)-N-(3,5-difluorobenzyl)acetamide